2-({6-[(1,3-Benzothiazol-2-yl)amino]-5-methylpyridazin-3-yl}(methyl)amino)-5-[(3S)-3-(benzyloxy)pyrrolidin-1-yl]-1,3-thiazole-4-carboxylic acid S1C(=NC2=C1C=CC=C2)NC2=C(C=C(N=N2)N(C=2SC(=C(N2)C(=O)O)N2C[C@H](CC2)OCC2=CC=CC=C2)C)C